tert-butyl 4-(2-ethyl-3-((4-(4-fluorophenyl)thiazol-2-yl)(methyl)amino) imidazo[1,2-a]pyridin-6-yl)piperazine-1-carboxylate C(C)C=1N=C2N(C=C(C=C2)N2CCN(CC2)C(=O)OC(C)(C)C)C1N(C)C=1SC=C(N1)C1=CC=C(C=C1)F